1-{7-[7-fluoro-3-(methoxymethoxy)-8-[2-(triisopropylsilyl)ethynyl]naphthalen-1-yl]-2-methanesulfinylpyrido[4,3-d]pyrimidin-5-yl}azetidine FC1=CC=C2C=C(C=C(C2=C1C#C[Si](C(C)C)(C(C)C)C(C)C)C1=CC=2N=C(N=CC2C(=N1)N1CCC1)S(=O)C)OCOC